ClC1=C(C=C(C=C1)NC(=O)NC1=CC=C(C=C1)C#N)S(=O)(=O)C(F)(F)F 1-(4-chloro-3-((trifluoromethyl)sulfonyl)phenyl)-3-(4-cyanophenyl)urea